Cl.CC1N=C(N=C2N1CCCN2C)N 4,9-Dimethyl-6,7,8,9-tetrahydro-4H-pyrimido[1,2-a][1,3,5]triazin-2-amine hydrochloride